NC1=CC=C(C=C1)C(=C(C1=CC=CC=C1)C1=CC=CC=C1)C1=CC=CC=C1 4-(2-(4-aminophenyl)-1,2-diphenylvinyl)benzene